benzenesulfonamide hydrochloride salt Cl.C1(=CC=CC=C1)S(=O)(=O)N